OC(CC(=O)O)CCCCCCCCC(=O)O 3-hydroxydodecanedioic acid